1-[2-(3,5-di-tert-butyl-4-hydroxyphenylpropionyloxy)ethyl]-4-(3,5-di-tert-butyl-4-hydroxylphenyl-propionyloxy)-2,2,6,6-tetramethyl-piperidine C(C)(C)(C)C=1C=C(C=C(C1O)C(C)(C)C)CCC(=O)OCCN1C(CC(CC1(C)C)OC(CCC1=CC(=C(C(=C1)C(C)(C)C)O)C(C)(C)C)=O)(C)C